CC1=C(C(=CC=C1)C)N[C@H](C)C(=O)OC Methyl N-(2,6-dimethylphenyl)-D-alaninate